bis-(nitro-pentadecyl-phenoxy)-ethane [N+](=O)([O-])C=1C(=C(OC(C)OC2=C(C(=CC=C2)[N+](=O)[O-])CCCCCCCCCCCCCCC)C=CC1)CCCCCCCCCCCCCCC